5-(6-fluoro-2-(((3R,4R)-3-fluoro-1-(oxetan-3-yl)piperidin-4-yl)amino)-4-methoxypyrrolo[2,1-f][1,2,4]triazin-5-yl)-N-methylpyrazolo[1,5-a]pyridine-3-carboxamide FC=1C(=C2C(=NC(=NN2C1)N[C@H]1[C@@H](CN(CC1)C1COC1)F)OC)C1=CC=2N(C=C1)N=CC2C(=O)NC